FC(OC1=C(CN2C(=NC3=C2C=C(C=C3)C=3C=NC(=NC3)C(C)(C)O)C)C(=CC=C1)F)F 2-(5-{1-[2-(difluoromethoxy)-6-fluorobenzyl]-2-methyl-1H-benzimidazol-6-yl}-pyrimidin-2-yl)Propan-2-ol